N-(2-nitrophenyl)-2,6-diphenyl-aniline [N+](=O)([O-])C1=C(C=CC=C1)NC1=C(C=CC=C1C1=CC=CC=C1)C1=CC=CC=C1